1-((2S,5R)-5-((5-(((1r,3S)-3-methoxycyclobutyl)methyl)-7H-pyrrolo[2,3-d]pyrimidin-4-yl)amino)-2-methylpiperidin-1-yl)prop-2-en-1-one COC1CC(C1)CC1=CNC=2N=CN=C(C21)N[C@@H]2CC[C@@H](N(C2)C(C=C)=O)C